3-chloro-5-((2,4-dichlorophenylimino)-methyl)phenol ClC=1C=C(C=C(C1)C=NC1=C(C=C(C=C1)Cl)Cl)O